FC1=CC=C(C(=C1)N)N 5-fluorobenzene-1,2-diamine